OCCNC(=O)N1CC2CNC(C1)C(C2)(C)C N-(2-hydroxyethyl)-9,9-dimethyl-3,6-diazabicyclo[3.2.2]nonane-3-carboxamide